tert-butyl 4-(6-((5-fluoro-4-(2-methylbenzothiazole-6-yl)pyrimidine-2-yl)amino)nicotinoyl)piperazine-1-carboxylate FC=1C(=NC(=NC1)NC1=NC=C(C(=O)N2CCN(CC2)C(=O)OC(C)(C)C)C=C1)C1=CC2=C(N=C(S2)C)C=C1